C(C)(C)(C)OC(=O)N1C2(CC2)CN(CC1)C1=NC=C(C=N1)C1CC1 7-(5-Cyclopropylpyrimidin-2-yl)-4,7-diazaspiro[2.5]octane-4-carboxylic acid tert-butyl ester